N-[(5-chlorothiophen-2-yl)methyl]-3-{1-[2-(morpholin-4-yl)ethyl]piperidin-4-yl}-1H-pyrazol-5-amine ClC1=CC=C(S1)CNC1=CC(=NN1)C1CCN(CC1)CCN1CCOCC1